FC(C1=NC2=NC=CC=C2C=C1CO)(F)F [2-(Trifluoromethyl)-1,8-naphthyridin-3-yl]methanol